ClC1=NC2=CC(=CC=C2C=C1C(=O)O)OC(F)(F)F 2-chloro-7-(trifluoromethoxy)quinoline-3-carboxylic acid